cycloundecan-5,7-dione C1CCCC(CC(CCCC1)=O)=O